BrC=1C=C2C(=C(C(NC2=CC1)=O)O)C(=O)OCC Ethyl 6-bromo-3-hydroxy-2-oxo-1,2-dihydroquinoline-4-carboxylate